N-(4-(2-chloro-5-fluorophenyl)-1-methyl-6-oxo-1,4,5,6-tetrahydropyrrolo[3,4-c]pyrazol-3-yl)-3-fluoro-5-(trifluoromethyl)benzamide ClC1=C(C=C(C=C1)F)C1NC(C=2N(N=C(C21)NC(C2=CC(=CC(=C2)C(F)(F)F)F)=O)C)=O